3-(3-(4-(Chloromethyl)phenyl)-5-(6-(methoxy-d3)pyridin-3-yl)-3H-imidazo[4,5-b]pyridin-2-yl)pyridin-2-amine ClCC1=CC=C(C=C1)N1C(=NC=2C1=NC(=CC2)C=2C=NC(=CC2)OC([2H])([2H])[2H])C=2C(=NC=CC2)N